OC1=CC=C(C=C2C(NC3=CC=CC=C23)=O)C=C1 4-hydroxybenzylideneindolinone